tert-Butyl 4-(((7-(cyclopropylmethoxy)-4-oxo-3,4-dihydropyrido[2,3-d]pyrimidin-2-yl)methyl)thio)piperidine-1-carboxylate C1(CC1)COC=1C=CC2=C(N=C(NC2=O)CSC2CCN(CC2)C(=O)OC(C)(C)C)N1